C(CCCCC(C)C)/C(=C(/C(=O)O)\CCCCCC(C)C)/C(=O)O.C(\C=C/C(=O)OCCCCCC(C)C)(=O)OCCCCCC(C)C diisooctyl maleate (diisooctyl maleate)